NC=1C=CC(=C(C1)C=1C2=C(C(N(C1)C)=O)SC(=C2)C2=NC1=C(N2)C=CC=C1)OC1=C(C=C(C=C1C)F)C 4-(5-amino-2-(4-fluoro-2,6-dimethylphenoxy)phenyl)-2-(1H-benzo[d]imidazol-2-yl)-6-methylthieno[2,3-c]pyridin-7(6H)-one